C(C)OC(C(C(=O)OCC)C1=C(C=C(C=C1)OCC1=CC=CC=C1)[N+](=O)[O-])=O 2-[4-(benzyloxy)-2-nitrophenyl]malonic acid diethyl ester